(4-(cyclopropanecarbonyl)piperazin-1-yl)(4-(4,4-diethylpiperidin-1-yl)-6-fluoroquinolin-3-yl)methanone C1(CC1)C(=O)N1CCN(CC1)C(=O)C=1C=NC2=CC=C(C=C2C1N1CCC(CC1)(CC)CC)F